ClC1=CC=C(C=C1)CCC(CN1N=CN=C1)(O)C(C)(C)C alpha-[2-(4-chlorophenyl)ethyl]-alpha-(1,1-dimethylethyl)-1H-1,2,4-triazole-1-ethanol